5-(5-methyl-1H-indazol-4-yl)pyrazolo[1,5-a]pyrimidin-2-amine CC=1C(=C2C=NNC2=CC1)C1=NC=2N(C=C1)N=C(C2)N